3-(4,4,5,5-tetramethyl-1,3,2-dioxaborolan-2-yl)naphthalen-2-amine CC1(OB(OC1(C)C)C=1C(=CC2=CC=CC=C2C1)N)C